tert-butyl (2S,4R)-2-(aminomethyl)-4-fluoro-pyrrolidine-1-carboxylate NC[C@H]1N(C[C@@H](C1)F)C(=O)OC(C)(C)C